CC1=C(C=CC(=C1)OC(F)(F)F)NC1=CN=C(C=C1C(=O)NC1=C(C=NC=C1)C)C(F)(F)F 5-((2-methyl-4-(trifluoro-methoxy)phenyl)amino)-N-(3-methylpyridin-4-yl)-2-(trifluorometh-yl)isonicotinamide